C(C)(C)(C)C1=CC(=C(C(=C1)C)C=1NC(=CC(C1)=O)C(CO)O)OC1=C(C=C(C=C1)F)OC 2-[4-Tert-butyl-2-(4-fluoro-2-methoxy-phenoxy)-6-methyl-phenyl]-6-(1,2-dihydroxyethyl)-1H-pyridin-4-one